1-(2-((2,2-difluorobenzo[d][1,3]dioxol-5-yl)amino)-5-methylpyridin-4-yl)-N-(2-hydroxy-1-phenyl-ethyl)-1H-imidazole-4-amide FC1(OC2=C(O1)C=CC(=C2)NC2=NC=C(C(=C2)N2C=NC(=C2)C(=O)NC(CO)C2=CC=CC=C2)C)F